ClC1=CC=C(C(=N1)C(=O)O)NC(C)C=1C=C(C=C2C(N(C(=NC12)C1CN(CC1)C(=O)OC(C)(C)C)C)=O)C 6-Chloro-3-[1-[3,6-dimethyl-2-[1-[(2-methylpropan-2-yl)oxycarbonyl]pyrrolidin-3-yl]-4-oxoquinazolin-8-yl]ethylamino]pyridine-2-carboxylic acid